IC=1C=C2C(=NC1)N(C=N2)CC2=CC1=C(OC(CO1)C=1N=C(OC1)C)C(=C2)OC 4-(6-((6-iodo-3H-imidazo[4,5-b]pyridin-3-yl)methyl)-8-methoxy-2,3-dihydrobenzo[b][1,4]dioxin-2-yl)-2-methyloxazole